3-(4-((4-((4-((3,4-dichloro-2-fluorophenyl)amino)-7-methoxyquinazolin-6-yl)oxy)piperidin-1-yl)methyl)-2-fluorophenyl)piperidine-2,6-dione ClC=1C(=C(C=CC1Cl)NC1=NC=NC2=CC(=C(C=C12)OC1CCN(CC1)CC1=CC(=C(C=C1)C1C(NC(CC1)=O)=O)F)OC)F